C(CCC)C(C(C)O)(C(C)O)C 3-butyl-3-methyl-2,4-pentanediol